tert-butyl 3-[2-[N-[(2R,4R)-1-benzyloxycarbonyl-4-methoxy-pyrrolidine-2-carbonyl]-4-(pentafluoro-λ6-sulfanyl)anilino]-2-(3-pyridyl)acetyl]imidazolidine-1-carboxylate C(C1=CC=CC=C1)OC(=O)N1[C@H](C[C@H](C1)OC)C(=O)N(C1=CC=C(C=C1)S(F)(F)(F)(F)F)C(C(=O)N1CN(CC1)C(=O)OC(C)(C)C)C=1C=NC=CC1